[6-[6-[(2S,6R)-2,6-dimethylmorpholin-4-yl]pyrazin-2-yl]-3-isoquinolyl]methanamine hydrochloride Cl.C[C@H]1CN(C[C@H](O1)C)C1=CN=CC(=N1)C=1C=C2C=C(N=CC2=CC1)CN